N1C(NC2=NC=3N=CN=CC3N21)=O [1,2,4]triazolo[5,1-f]purin-2-one